C1(=CC=CC=C1)S(=O)(=O)N(F)S(=O)(=O)C1=CC=CC=C1 bis(benzenesulfonyl)fluoroamine